CS(=O)(=O)CC#C 3-(methylsulfonyl)-1-propyne